ButylNAphthalenesulfonic acid sodium salt CCCCC1=C(C2=CC=CC=C2C=C1)S(=O)(=O)[O-].[Na+]